6-azoniaspiro[5.5]undecene C1=CCCC[N+]12CCCCC2